cis-racemic-benzyl 5-amino-2-methylpiperidine-1-carboxylate N[C@@H]1CC[C@@H](N(C1)C(=O)OCC1=CC=CC=C1)C |r|